(7-hydroxyquinolin-5-yl)boronic acid OC1=CC(=C2C=CC=NC2=C1)B(O)O